4-((S)-1-((S)-1-((1-(4-chloro-3,5-difluorobenzyl)-1H-imidazol-4-yl)amino)-1-oxopropan-2-yl)-4,4-difluoropiperidin-3-yl)pyridine 1-oxide ClC1=C(C=C(CN2C=NC(=C2)NC([C@H](C)N2C[C@@H](C(CC2)(F)F)C2=CC=[N+](C=C2)[O-])=O)C=C1F)F